CN1N=CC(=C1)C1=NN2C(=NC=3C=CC=C(C3C2=N1)C(F)(F)F)NC=1C(N=CC=NC1)=O (6R)-6-{[2-(1-methyl-1H-pyrazol-4-yl)-10-(trifluoromethyl)[1,2,4]triazolo[1,5-c]quinazolin-5-yl]amino}-1,4-diazepin-5-one